N1=CC(=CC=C1)[C@@H](C)N[C@H](C(=O)O)CCCCCCCC1=NC=2NCCCC2C=C1 (S)-2-(((R)-1-(pyridin-3-yl)ethyl)amino)-9-(5,6,7,8-tetrahydro-1,8-naphthyridin-2-yl)nonanoic acid